FC1=C(C(=O)N(C)C)C(=CC(=C1F)C=1N=NC(=CC1)NC1C[C@@H]2[C@@H](CN(C2)C([2H])([2H])C2CCOCC2)C1)F 2,3,6-trifluoro-N,N-dimethyl-4-(6-(((3aR,5s,6aS)-2-((tetrahydro-2H-pyran-4-yl)methyl-d2)octahydrocyclopenta[c]pyrrol-5-yl)amino)pyridazin-3-yl)benzamide